cyano-4-chlorocinnamic acid C(#N)C(C(=O)O)=CC1=CC=C(C=C1)Cl